2-(2,5-dichlorophenyl)-N-[4-(4-fluoro-1H-pyrazol-1-yl)-3-sulfamoylphenyl]acetamide ClC1=C(C=C(C=C1)Cl)CC(=O)NC1=CC(=C(C=C1)N1N=CC(=C1)F)S(N)(=O)=O